The molecule is an amino disaccharide that is that is the 3-O-beta-D-galactopyranoside of 2-amino-2-deoxy-beta-D-galactopyranose. It is a beta-D-galactoside and an amino disaccharide. C([C@@H]1[C@H]([C@@H]([C@H]([C@@H](O1)O)N)O[C@H]2[C@@H]([C@H]([C@H]([C@H](O2)CO)O)O)O)O)O